(7R,14R)-1-(difluoromethoxy)-11-(4-((dimethylphosphoryl)methyl)-3-fluorophenyl)-6,7-dihydro-7,14-methanobenzo[f]benzo[4,5]imidazo[1,2-a][1,4]diazocin-5(14H)-one FC(OC1=CC=CC=2C(N[C@H]3C=4N([C@@H](C21)C3)C3=C(N4)C=CC(=C3)C3=CC(=C(C=C3)CP(=O)(C)C)F)=O)F